N-thiazol-2-yl-1H-indole-2-carboxamide S1C(=NC=C1)NC(=O)C=1NC2=CC=CC=C2C1